5-(2-methylbutan-2-yl)-2H-pyrazolo[3,4-b]pyridin CC(C)(CC)C1=CC=2C(N=C1)=NNC2